C1(CCC12CCC2)C(=O)O spiro[3.3]heptane-1-carboxylic acid